FC(O)C1=NC(=C(C(=N1)C1=CC=CC=C1)F)F trifluoro-phenylpyrimidinemethanol